(7-((2S,5R)-2,5-dimethyl-4-((S)-1-(quinoxalin-6-yl)ethyl)piperazin-1-yl)-4-methyl-5-oxo-4,5-dihydro-2H-pyrazolo[4,3-d]pyrimidin-2-yl)acetonitrile C[C@@H]1N(C[C@H](N(C1)[C@@H](C)C=1C=C2N=CC=NC2=CC1)C)C=1C=2C(N(C(N1)=O)C)=CN(N2)CC#N